indol-5,6-quinone N1C=CC2=CC(C(C=C12)=O)=O